IC1=C2C(=NC=C1)NN=C2N2C(C1=CC=CC=C1C2=O)=O 2-(4-iodo-1H-pyrazolo[3,4-b]pyridin-3-yl)isoindoline-1,3-dione